C(C1=CC=CC=C1)OC=1C=C(C=CC1)C1(CCCC1)C(=O)N[C@@H](C)C1=CC=C(C(=O)O)C=C1 4-[(1S)-1-[[1-(3-benzyloxyphenyl)cyclopentanecarbonyl]amino]ethyl]benzoic acid